6-({[2-Chloro-5-(ethoxymethyl)phenyl]carbonyl}amino)-N-(3-chloro-2-methylphenyl)-2-(methoxymethyl)-1H-benzoimidazole-4-carboxamide ClC1=C(C=C(C=C1)COCC)C(=O)NC=1C=C(C2=C(NC(=N2)COC)C1)C(=O)NC1=C(C(=CC=C1)Cl)C